N-(5-((2-(2,6-Dioxopiperidin-3-Yl)-1,3-Dioxoisoindolin-5-Yl)Amino)Pentyl)Azetidine-3-Sulfonamide tert-butyl-6-oxo-2-azaspiro[3.4]octane-2-carboxylate C(C)(C)(C)OC(=O)N1CC2(C1)CC(CC2)=O.O=C2NC(CCC2N2C(C1=CC=C(C=C1C2=O)NCCCCCNS(=O)(=O)C2CNC2)=O)=O